C(C)=NO ethane-1-one-oxim